methyl 5-(4-amino-5-fluoro-2-(4,4,5,5-tetramethyl-1,3,2-dioxaborolan-2-yl)phenyl)pentanoate NC1=CC(=C(C=C1F)CCCCC(=O)OC)B1OC(C(O1)(C)C)(C)C